Cl.C(O[C@H]1CNCC1)([2H])([2H])[2H] (3R)-3-(methoxy-d3)pyrrolidine hydrochloride